N(N)C(OCC1CCC(CC1)(C)O)=S O-(((1s,4s)-4-hydroxy-4-methylcyclohexyl) methyl) hydrazinethiocarboxylate